C(C)(C)(C)OC(=O)N1[C@H](CN([C@@H](CC1)COS(=O)(=O)CC1=CC=CC=C1)C(=O)OC(C)(C)C)C.CN(C)C1=NC=CC=C1 (dimethylamino)pyridine di-tert-butyl-(2S,5S)-2-methyl-5-((toluenesulfonyloxy)methyl)-1,4-diazepane-1,4-dicarboxylate